(S)-Methyl 1-(5-chloro-4-((3-(2,3-dihydrobenzo[b][1,4]dioxin-6-yl)-2-methylbenzyl)oxy)-2-((5-((methylsulfonyl)carbamoyl)pyridin-3-yl)methoxy)benzyl)piperidine-2-carboxylate ClC=1C(=CC(=C(CN2[C@@H](CCCC2)C(=O)OC)C1)OCC=1C=NC=C(C1)C(NS(=O)(=O)C)=O)OCC1=C(C(=CC=C1)C1=CC2=C(OCCO2)C=C1)C